C(C)N1C(N(C2=C1C=CC(=C2)S(=O)(=O)NC2(CC2)CF)C=2SC(=NN2)C)=O 1-ethyl-N-[1-(fluoromethyl)cyclopropyl]-3-(5-methyl-1,3,4-thiadiazol-2-yl)-2-oxo-benzimidazole-5-sulfonamide